NC(CN(C(=O)C=1C=CC2=C(B(OC2)O)C1)[C@H]1[C@@H](CCCC1)NC(=O)C=1C=CC2=C(B(OC2)O)C1)=O N-(2-amino-2-oxoethyl)-1-hydroxy-N-((1R,2R)-2-(1-hydroxy-1,3-dihydrobenzo[c][1,2]oxaborole-6-carboxamido)cyclohexyl)-1,3-dihydrobenzo[c][1,2]oxaborole-6-carboxamide